(R/S)-N-Cyclopropyl-2-[2-oxo-6-[3-(trifluoromethyl)-phenyl]-3H-imidazo[4,5-b]pyridin-1-yl]propanamid C1(CC1)NC([C@@H](C)N1C(NC2=NC=C(C=C21)C2=CC(=CC=C2)C(F)(F)F)=O)=O |r|